2-methylthio-N6-(3-methyl-2-butenyl)adenosine CSC=1N=C(C=2N=CN([C@H]3[C@H](O)[C@H](O)[C@@H](CO)O3)C2N1)NCC=C(C)C